FC=1C=C(C=C(C1)C=1C=NN(C1)C1=CC=C(C=C1)F)CC(=O)O 2-(3-fluoro-5-(1-(4-fluorophenyl)-1H-pyrazol-4-yl)phenyl)acetic acid